FC(C=1C(=C(C=CC1)[C@@H](C)NC1=C2C(=C(N=N1)C)N=CC(=C2)N2CCC(CC2)O)F)F (R)-1-(5-((1-(3-(difluoromethyl)-2-fluorophenyl)ethyl)amino)-8-methylpyrido[2,3-d]pyridazine-3-yl)piperidin-4-ol